(1R,4r)-N1-(2-methoxyethyl)cyclohexane-1,4-diamine hydrochloride Cl.COCCNC1CCC(CC1)N